C(C)(C)(C)OC(=O)N1[C@@H](C[C@H]([C@@H]1C)F)C(=O)O (2S,4R,5S)-1-tert-butoxycarbonyl-4-fluoro-5-methyl-pyrrolidine-2-carboxylic acid